tert-Butyl 3-(5-(1-hydroxyethyl)-7-(thiazol-2-yl)benzo[d]oxazol-2-yl)-3,8-diazabicyclo[3.2.1]octane-8-carboxylate OC(C)C=1C=C(C2=C(N=C(O2)N2CC3CCC(C2)N3C(=O)OC(C)(C)C)C1)C=1SC=CN1